8-fluoro-3-(2-isopropoxyphenyl)quinazolin-4(3H)-one FC=1C=CC=C2C(N(C=NC12)C1=C(C=CC=C1)OC(C)C)=O